2',3-dichloro-4-hydroxy-6-methyl-5'-(trifluoromethyl)-2H-[1,4'-bipyridin]-2-one ClC1=NC=C(C(=C1)N1C(C(=C(C=C1C)O)Cl)=O)C(F)(F)F